1,2,3,5-tetramethyl-1H-pyrazol-2-ium hydroxide [OH-].CN1[N+](=C(C=C1C)C)C